O[C@@H]1CNCC[C@H]1NC(C(C)OC[C@H](C)NC=1C=NN(C(C1C(F)(F)F)=O)CC1=CC=C(C=C1)OC)=O N-((3R,4R)-3-hydroxypiperidin-4-yl)-2-((S)-2-((1-(4-methoxybenzyl)-6-oxo-5-(trifluoromethyl)-1,6-dihydropyridazin-4-yl)amino)propoxy)propanamide